OO.[Ag] Silver Hydrogen Peroxide